diphenoxyisopropyl chloride O(C1=CC=CC=C1)CC(C)(OC1=CC=CC=C1)Cl